tert-butyl (1-(2-(((benzyloxy)carbonyl)amino)ethyl)piperidin-4-yl)(methyl)carbamate C(C1=CC=CC=C1)OC(=O)NCCN1CCC(CC1)N(C(OC(C)(C)C)=O)C